NC=1C=CC(=C2CN(C(C12)=O)CC(C#N)=C)C=1C=CC2=C(N(N=N2)C)C1 2-{[7-amino-4-(1-methyl-1H-1,2,3-benzotriazol-6-yl)-1-oxo-2,3-dihydro-1H-isoindol-2-yl]methyl}prop-2-enenitrile